mono-tert-butyloxycarbonyl-amine C(C)(C)(C)OC(=O)N